C(C)(C)(C)OC(=O)NCC(=O)N[C@@H](CSC(C1=CC=CC=C1)(C1=CC=CC=C1)C1=CC=CC=C1)C(=O)O N-((tert-butoxycarbonyl)glycyl)-S-trityl-L-cysteine